hydroxyl-1,3-dimethyl-benzoimidazole OC1N(C2=C(N1C)C=CC=C2)C